ClC=1N=CC2=C(N1)C(=NN2C)C2=CCC(CC2)OC 5-chloro-3-(4-methoxycyclohex-1-en-1-yl)-1-methyl-1H-pyrazolo[4,3-d]pyrimidine